BrC=1C=CC(=C2C=C(N=CC12)Cl)C(C)=O 1-(8-bromo-3-chloroisoquinolin-5-yl)ethan-1-one